N-[3-[4-bromo-5-chloro-2-(difluoromethoxy)phenyl]-1-methyl-1H-pyrazol-4-yl]Pyrazolo[1,5-a]Pyrimidine-3-carboxamide BrC1=CC(=C(C=C1Cl)C1=NN(C=C1NC(=O)C=1C=NN2C1N=CC=C2)C)OC(F)F